5-bromo-2-nitro-N-[(2S)-oxetan-2-ylmethyl]pyridin-3-amine BrC=1C=C(C(=NC1)[N+](=O)[O-])NC[C@H]1OCC1